FC1(CN(C1)C(=O)C=1N(C2=CC(=CC=C2C1)B1OC(C(O1)(C)C)(C)C)C)F 2-(3,3-difluoroazetidine-1-carbonyl)-1-methyl-6-(4,4,5,5-tetramethyl-1,3,2-dioxaborolan-2-yl)-1H-indole